ClC1=C(OC2=CC(=CC3=C2NC(=NS3(=O)=O)N[C@@H](C)C3=CC=CC=C3)C)C=CC=C1 (S)-5-(2-chlorophenoxy)-7-methyl-3-((1-phenylethyl)amino)-4H-benzo[e][1,2,4]thiadiazine 1,1-dioxide